C1(=CC=CC=C1)S(=O)(=O)N1C=CC=2C1=NC=CC2C2=CC(=C(N)C=C2)F 4-[1-(Benzenesulfonyl)pyrrolo[2,3-b]pyridin-4-yl]-2-fluoro-aniline